(R)-ethyl 2-hydroxy-3-methoxypropanoate O[C@@H](C(=O)OCC)COC